4-[benzyl-[(2,4-dimethoxyphenyl)methyl]amino]-2-(2-methyl-4-nitro-indol-1-yl)-5,6,7,8-tetrahydroquinazolin-8-ol C(C1=CC=CC=C1)N(C1=NC(=NC=2C(CCCC12)O)N1C(=CC2=C(C=CC=C12)[N+](=O)[O-])C)CC1=C(C=C(C=C1)OC)OC